n-butyltin tributoxide [O-]CCCC.[O-]CCCC.[O-]CCCC.C(CCC)[Sn+3]